2-hydroxy-4-pentadecyloxyacetophenone OC(C)CC(CCCCCCCCCCC)OCC(=O)C1=CC=CC=C1